C(C)(C)(C)OC(=O)N(C=1OC2=C(N1)C=CC(=C2)OCCCOC2=CC(=CC=C2)C2CC2)C[C@@H]2CN(CC2)C(=O)OC(C)(C)C tert-Butyl (S)-3-(((tert-butoxycarbonyl)(6-(3-(3-cyclopropylphenoxy)propoxy)benzo[d]oxazol-2-yl)amino)methyl)pyrrolidine-1-carboxylate